1-(2-methyl-5-(5-(4-methylpiperazin-1-yl)-1H-benzo[d]imidazol-2-yl)-4-(quinolin-7-yl)-1H-pyrrol-3-yl)ethan-1-one CC=1NC(=C(C1C(C)=O)C1=CC=C2C=CC=NC2=C1)C1=NC2=C(N1)C=CC(=C2)N2CCN(CC2)C